2-(3-aminomethyl-phenyl)-5-trifluoromethyl-2H-pyrazole-3-carboxylic acid {3-[(cyclopropylmethyl-amino)-naphthalen-1-yl-methyl]-phenyl}-amide C1(CC1)CNC(C=1C=C(C=CC1)NC(=O)C=1N(N=C(C1)C(F)(F)F)C1=CC(=CC=C1)CN)C1=CC=CC2=CC=CC=C12